(S)-(3-(cyanomethyl)-4-(2-fluoroacryloyl)piperazin-1-yl)-3-(((S)-1-methylpyrrolidin-2-yl)methoxy)-5,6,7,8-tetrahydro-2,6-naphthyridine-4-carbonitrile C(#N)C[C@H]1CN(CCN1C(C(=C)F)=O)C1=NC(=C(C=2CNCCC12)C#N)OC[C@H]1N(CCC1)C